C1(CC1)C1=NC=NC(=C1B(O)O)OC 4-cyclopropyl-6-methoxypyrimidin-5-yl-boronic acid